[K].C1CCC2=C(C=3CCCC3C=C12)NC(=O)NS(=O)(=O)C1=CN=C(N1C)C(C)C N-((1,2,3,5,6,7-Hexahydro-s-indacen-4-yl)carbamoyl)-2-isopropyl-1-methyl-1H-imidazole-5-sulfonamide, potassium salt